C(C)(=O)N[C@H]1C(O[C@@H]([C@H]([C@@H]1O)O)CO)OC[C@H](N)C(=O)O 3-O-(N-acetyl-D-glucosaminyl)-L-serine